BrC1=CC(=CC=2SC3=C(C21)C=CC=C3)Cl 1-bromo-3-chlorodibenzothiophene